C1(CC1)COC=1C2=C(N(N=C2C=CC1)C)C(=O)NCC1CC1 (cyclopropylmethoxy)-N-(cyclopropylmethyl)-2-methyl-2H-indazole-3-carboxamide